N[C@@H]([C@@H](C(=O)N[C@H](C(=O)NCCCCCCCC1=CC(=CC=C1)C1=NC=2N(C(=C1)N1CCN(CC1)CCO)N=C(C2C2=CC=CC=C2)C)CC(C)C)O)CC2=CC=CC=C2 (S)-2-((2S,3R)-3-amino-2-hydroxy-4-phenylbutanamido)-N-(7-(3-(7-(4-(2-hydroxyethyl)piperazin-1-yl)-2-methyl-3-phenylpyrazolo[1,5-a]pyrimidin-5-yl)phenyl)heptyl)-4-methylpentanamide